NC1CCC(CC1)SC=1C=C(CN2CCC(CC2)C2=CC=C3C(=NN(C3=C2)C)N2C(NC(CC2)=O)=O)C=CC1 1-(6-(1-(3-(((1r,4r)-4-aminocyclohexyl)thio)benzyl)piperidin-4-yl)-1-methyl-1H-indazol-3-yl)dihydropyrimidine-2,4(1H,3H)-dione